N1(CCNCC1)CC1=C(C=C(C=C1)NC(=O)NC=1C=CC2=C(N=C(O2)C=2C=NC=CC2)C1)C(F)(F)F 1-(4-(piperazin-1-ylmethyl)-3-(trifluoromethyl)phenyl)-3-(2-(pyridin-3-yl)benzo[d]oxazol-5-yl)urea